O=C1N(CCN(C1)CC#C)CC1CCC(CC1)NC(OC(C)(C)C)=O Tert-butyl ((1R,4R)-4-((2-oxo-4-(prop-2-yn-1-yl)piperazin-1-yl)methyl)cyclohexyl)carbamate